NC=1C=C(OC=2C=CC(=C(C2)NC(CCN2CCOCC2)=O)C)C=C(C1)C=1C(=NOC1C)C N-(5-(3-amino-5-(3,5-dimethylisoxazol-4-yl)phenoxy)-2-methylphenyl)-3-morpholinopropanamide